BrC=1C=2C[C@H]3N(CC2C=CC1)C(OC3)=O (10aR)-9-bromo-1,5,10,10a-tetrahydrooxazolo[3,4-b]isoquinolin-3-one